5-(tert-butyl)-N-((1-(6-(1-methyl-1H-pyrazol-4-yl)-[1,2,4]triazolo[1,5-a]pyrazin-8-yl)piperidin-4-yl)methyl)-1,2,4-oxadiazole-3-carboxamide C(C)(C)(C)C1=NC(=NO1)C(=O)NCC1CCN(CC1)C=1C=2N(C=C(N1)C=1C=NN(C1)C)N=CN2